ClC1=CC=C(C=C1)C=1N=CN(C1C1=CC=NC=C1)CC(=O)N1CC2(CN(CCO2)C(=O)OC(C)(C)C)CCC1 tert-butyl 8-{2-[4-(4-chlorophenyl)-5-(pyridin-4-yl)-1H-imidazol-1-yl]acetyl}-1-oxa-4,8-diazaspiro[5.5]undecane-4-carboxylate